5-[(1S,4S)-2-oxa-5-azabicyclo[2.2.1]heptan-5-yl]-2,7-naphthyridin-1-one [C@@H]12OC[C@@H](N(C1)C1=C3C=CNC(C3=CN=C1)=O)C2